C12(CC1)COC1=C2C=CC(=C1)C(=O)N 2H-Spiro[benzofuran-3,1'-cyclopropane]-6-carboxamide